N-((S)-1-(5-(2-Methoxychinolin-3-yl)-1H-imidazol-2-yl)-7-oxononyl)-6-methyl-6-azaspiro[2.5]octan-1-carboxamid COC1=NC2=CC=CC=C2C=C1C1=CN=C(N1)[C@H](CCCCCC(CC)=O)NC(=O)C1CC12CCN(CC2)C